[Si](C)(C)(C(C)(C)C)OCC1=NC=CC(=C1F)I ((tert-butyldimethylsilyl)oxy)methyl-3-fluoro-4-iodopyridine